FC1=CC=2C3=C(N(C2C=C1)CC1=CC=C(CP(O)(O)=O)C=C1)C=CC=N3 (4-((8-fluoro-5H-pyrido[3,2-b]indol-5-yl)methyl)benzyl)phosphonic acid